1-bromo-3-chloro-7-iododibenzo[b,d]furan BrC1=CC(=CC=2OC3=C(C21)C=CC(=C3)I)Cl